COC1=CC=CC=2SC3=CC=CC=C3C(C12)=O 1-methoxythioxanthone